3-(2-chloroethyl)-2-methyl-6,7,8,9-tetrahydro-4H-pyrido[1,2-a]pyrimidin-4-one ClCCC1=C(N=C2N(C1=O)CCCC2)C